(2,2,3,3-tetrafluorocyclobutyl)acetic acid FC1(C(CC1(F)F)CC(=O)O)F